(S)-3-(6-oxo-1'-(7-azaspiro[3.5]nonan-2-yl)-6,8-dihydro-2H,7H-spiro[furo[2,3-e]isoindole-3,4'-piperidin]-7-yl)piperidine-2,6-dione O=C1N(CC2=C3C(=CC=C12)C1(CCN(CC1)C1CC2(C1)CCNCC2)CO3)[C@@H]3C(NC(CC3)=O)=O